4-(2-{[(2R,7aS)-2-fluoro-hexahydro-1H-pyrrolizin-7a-yl]methoxy}-6-chloro-4-[(1S,6R)-3,9-diazabicyclo[4.2.1]nonan-3-yl]-8-fluoroquinazolin-7-yl)-5-fluoronaphthalen-2-ol F[C@@H]1C[C@@]2(CCCN2C1)COC1=NC2=C(C(=C(C=C2C(=N1)N1C[C@@H]2CC[C@H](CC1)N2)Cl)C2=CC(=CC1=CC=CC(=C21)F)O)F